(R)-6-azaspiro[2.5]octane-1,6-dicarboxylate [C@H]1(CC12CCN(CC2)C(=O)[O-])C(=O)[O-]